N1CC(C1)N1C=CC2=CC=CC(=C12)F 1-(azetidin-3-yl)-7-fluoro-1H-indole